C(C)(=O)N1CCC2=CC(=CC=C12)C1=CC(=C(C=C1)C[C@@H](C#N)NC([O-])=O)F ((S)-2-(4-(1-acetylindolin-5-yl)-2-fluorophenyl)-1-cyanoethyl)carbamate